racemic-trans-2,2-dichloro-3-(3,4-difluorophenyl)cyclopropane-1-carboxylic acid ClC1([C@H]([C@@H]1C1=CC(=C(C=C1)F)F)C(=O)O)Cl |r|